NC1=CC(=C(C(=C1)F)N1CCC(CC1)CN1CCC2(CC(C2)CNC(OC(C)(C)C)=O)CC1)F tert-butyl ((7-((1-(4-amino-2,6-difluorophenyl)piperidin-4-yl)methyl)-7-azaspiro[3.5]nonan-2-yl) methyl)carbamate